(S)-2-Benzyl-4-(3-(2,4-difluoro-3-hydroxy-5-(trifluoromethyl)phenyl)-1-methyl-1H-pyrazolo[3,4-d]pyrimidin-6-yl)piperazine-1-carboxamide C(C1=CC=CC=C1)[C@@H]1N(CCN(C1)C1=NC=C2C(=N1)N(N=C2C2=C(C(=C(C(=C2)C(F)(F)F)F)O)F)C)C(=O)N